2-(aminoethyl)-4-bromo-5-fluoroaniline, dihydrochloride Cl.Cl.NCCC1=C(N)C=C(C(=C1)Br)F